4-((4-difluoromethylphenyl)amino)-6-acetylamino-1H-indole-2-carboxylic acid ethyl ester C(C)OC(=O)C=1NC2=CC(=CC(=C2C1)NC1=CC=C(C=C1)C(F)F)NC(C)=O